N1(CCNCC1)C=1C=C2C=CC=NC2=CN1 6-piperazin-1-yl-1,7-naphthyridin